4,5-diamino-1-(4-methylphenyl)methyl-1H-pyrazole NC=1C=NN(C1N)CC1=CC=C(C=C1)C